(2E)-3-(4-methylphenyl)prop-2-enal CC1=CC=C(C=C1)/C=C/C=O